N-(2-((2-(2,6-dioxopiperidin-3-yl)-1,3-dioxoisoindolin-5-yl)oxy)ethyl)piperidine-4-carboxamide hydrochloride Cl.O=C1NC(CCC1N1C(C2=CC=C(C=C2C1=O)OCCNC(=O)C1CCNCC1)=O)=O